dihydro-4'H-spiro[cyclohexane-1,5'-thieno[2,3-b]pyridine]-3-carboxylate S1CCC2=C1N=CC1(C2)CC(CCC1)C(=O)[O-]